BrC=1C=CC(=C(NC[C@@H](CCC(O)C(C)C)C)C1)[N+](=O)[O-] 5-bromo-N-((2R)-4-(3,3-dimethyloxaprop-2-yl)-2-methylbutyl)-2-nitroaniline